7-((2-((tert-butyldimethylsilyl)oxy)ethyl)sulfonyl)-2-(3-(3-ethoxy-3-oxopropyl)phenyl)-2,6,6-trimethylheptanoic acid [Si](C)(C)(C(C)(C)C)OCCS(=O)(=O)CC(CCCC(C(=O)O)(C)C1=CC(=CC=C1)CCC(=O)OCC)(C)C